C(C)(C)(C)N1N=C(C=C1NC=1C(=NC=CC1)C)[C@@H]1C[C@@H](CC1)N(C([O-])=O)C(C)(C)C (1R,3S)-3-[1-tert-butyl-5-[(2-methyl-3-pyridyl)amino]pyrazol-3-yl]cyclopentyl-N-tert-butylcarbamate